COC(=O)[C@H]1N(CC[C@H]1CO)C1=NC2=C(C(=CC=C2C(=C1)N1C=NC=C1)Cl)Cl |r| (±)-(2s,3r)-1-(7,8-dichloro-4-(1H-imidazol-1-yl)quinolin-2-yl)-3-(hydroxymethyl)pyrrolidine-2-carboxylic acid methyl ester